1-(1-((6-cyclopropylimidazo[1,2-a]pyridin-2-yl)methyl)-1H-1,2,3-triazol-4-yl)ethan-1-ol C1(CC1)C=1C=CC=2N(C1)C=C(N2)CN2N=NC(=C2)C(C)O